C(C)(C)(C)OC(=O)N1[C@@H](C[C@@](C1)(CO)F)C(=O)OCC1=CC=CC=C1 (2S,4R)-4-fluoro-4-(hydroxymethyl)pyrrolidine-1,2-dicarboxylic acid 2-benzyl ester 1-(tert-butyl) ester